BrC=1C=C(C=CC1)[C@H](C)NC1=CC(=C(C=C1Cl)S(=O)(=O)N(C=1SC=CN1)CC1=C(C=C(C=C1)OC)OC)F (S)-4-((1-(3-bromophenyl)ethyl)amino)-5-chloro-N-(2,4-dimethoxybenzyl)-2-fluoro-N-(thiazol-2-yl)benzenesulfonamide